N-(2-(5-fluoro-1H-indol-3-yl)ethyl)-2-(5-fluoropyridin-3-yl)-5,6,7,8-tetrahydropyrido[3,4-d]pyrimidin-4-amine FC=1C=C2C(=CNC2=CC1)CCNC=1C2=C(N=C(N1)C=1C=NC=C(C1)F)CNCC2